N1(C=NC=C1)C1=NC(=CC(=N1)C(=O)NC1CCC(CC1)OCCOC)C 2-(1H-imidazol-1-yl)-N-(4-(2-methoxyethoxy)cyclohexyl)-6-methylpyrimidine-4-carboxamide